N[C@@H](CC(=O)[O-])C(=O)[O-].[Mg+2] |r| magnesium DL-aspartate